C1(CC2=CC=CC3=CC=CC1=C23)=N acenaphthylen-1(2H)-imine